(2,4,6-Trimethoxybenzoyl)diphenylphosphin oxid COC1=C(C(=O)P(C2=CC=CC=C2)(C2=CC=CC=C2)=O)C(=CC(=C1)OC)OC